(±)-(4Z)-4-(1,3-Benzothiazol-6-ylmethylene)-2-[[cis-4-methoxycycloheptyl]amino]-1H-imidazol-5-one S1C=NC2=C1C=C(C=C2)\C=C\2/N=C(NC2=O)N[C@@H]2CC[C@@H](CCC2)OC |r|